benzoyl-cinnamonitrile C(C1=CC=CC=C1)(=O)C(C#N)=CC1=CC=CC=C1